(S)-methyl 2-(3-chloro-4,5-dimethyl-6-oxopyridazin-1(6H)-yl)-4-methylpentanoate ClC1=NN(C(C(=C1C)C)=O)[C@H](C(=O)OC)CC(C)C